ClC=1C(=C(C=CC1)CNC(CNCC1CCN(CC1)C)=O)F N-(3-chloro-2-fluorophenylmethyl)-2-(((1-methylpiperidin-4-yl)methyl)amino)acetamide